C(#N)C=1C=CC(=C(C(=O)N)C1)NS(=O)(=O)C1=CC=C(C=C1)C 5-cyano-2-((4-methylphenyl)sulfonamido)benzamide